7-fluoro-2-(4-fluorophenyl)-2,3-dihydroquinolin-4(1H)-one-5-carboxylic acid tert-butyl ester C(C)(C)(C)OC(=O)C=1C=2C(CC(NC2C=C(C1)F)C1=CC=C(C=C1)F)=O